N2-(5-chloro-1H-indol-3-yl)-N1-ethyl-5-(trifluoromethyl)-1H-benzo[d]imidazol-1,2-diamine hydrochloride Cl.ClC=1C=C2C(=CNC2=CC1)NC1=NC2=C(N1NCC)C=CC(=C2)C(F)(F)F